4-(methoxycarbonyl)bicyclo[1.1.1]pentane-2-carboxylic acid COC(=O)C1C2C(C1C2)C(=O)O